N-(2-(4-((4-(2-Acetyl-5-fluoro-1H-indol-3-yl)-1H-1,2,3-triazol-1-yl)methyl)piperidin-1-yl)ethyl)-2'-fluoro-6'-methoxy-[1,1'-biphenyl]-4-sulfonamid C(C)(=O)C=1NC2=CC=C(C=C2C1C=1N=NN(C1)CC1CCN(CC1)CCNS(=O)(=O)C1=CC=C(C=C1)C1=C(C=CC=C1OC)F)F